N-(3-bromo-4-(2-chloro-5-fluorobenzoyl)-2-hydroxy-5-nitrophenyl)-1-chloromethanesulfonamide BrC=1C(=C(C=C(C1C(C1=C(C=CC(=C1)F)Cl)=O)[N+](=O)[O-])NS(=O)(=O)CCl)O